1-((1H-Benzo[d]imidazol-4-yl)methyl)-N5-((1R,5S,6r)-3-oxabicyclo[3.1.0]hexan-6-yl)-N3-methyl-1H-pyrazole-3,5-dicarboxamide N1C=NC2=C1C=CC=C2CN2N=C(C=C2C(=O)NC2[C@H]1COC[C@@H]21)C(=O)NC